SCC(=O)[O-].C(CCCCCCC)[Sn+2]CCCCCCCC.SCC(=O)[O-] dioctyltin mercaptoacetate